4-(aminomethyl)-6-(5-(4-fluoro-1-oxoisoindol-2-yl)-1-methyl-1H-pyrazol-4-yl)phthalazin-1(2H)-one NCC1=NNC(C2=CC=C(C=C12)C=1C=NN(C1N1C(C2=CC=CC(=C2C1)F)=O)C)=O